(S)-3-((S)-sec-butyl)-N-(1-methyl-2-oxo-1,2-dihydropyridin-3-yl)-2-oxo-1,2,3,5-tetrahydro-4H-benzo[e][1,4]diazepine-4-carboxamide [C@H](C)(CC)[C@@H]1N(CC2=C(NC1=O)C=CC=C2)C(=O)NC=2C(N(C=CC2)C)=O